3-(3-(cyclopropanecarbonyl)-1H-pyrrolo[2,3-b]pyridin-5-yl)benzenesulfonamide C1(CC1)C(=O)C1=CNC2=NC=C(C=C21)C=2C=C(C=CC2)S(=O)(=O)N